ClC=1C=C(C=NC1)C1=C(N=C(S1)C)C(=O)N1C2CC(C(C1COC1=CC=C(C=C1)F)C)C2 cis-2-[5-(5-chloropyridin-3-yl)-2-methyl-1,3-thiazole-4-carbonyl]-3-[(4-fluorophenoxy)methyl]-4-methyl-2-azabicyclo[3.1.1]heptane